methyl 6-(dimethylcarbamoyl)-2-picolinate CN(C(=O)C1=CC=CC(=N1)C(=O)OC)C